tert-butyl 2-(4-((3'R,4'S,5'R)-6''-chloro-4'-(3-chloro-2-fluorophenyl)-2''-oxodispiro[cyclohexane-1,2'-pyrrolidine-3',3''-indoline]-5'-carboxamido)piperidin-1-yl)acetate ClC1=CC=C2[C@@]3(C(NC2=C1)=O)C1(N[C@H]([C@@H]3C3=C(C(=CC=C3)Cl)F)C(=O)NC3CCN(CC3)CC(=O)OC(C)(C)C)CCCCC1